C(CCCCCCCCC)OC(C=1C(C(=O)OCCCCCCCCCC)=CC=CC1)=O.C(C)OC1=CC=C(C=C1)C(C)C p-ethoxyphenyl-dimethyl-methane Didecylphthalat